(S)-5-bromo-2-(3-(5-(trifluoromethyl)pyridin-2-yloxy)pyrrolidin-1-yl)benzaldehyde BrC=1C=CC(=C(C=O)C1)N1C[C@H](CC1)OC1=NC=C(C=C1)C(F)(F)F